6-(((R)-2-methylmorpholino)methyl)-4-(trifluoromethyl)isoindolin-1-one C[C@H]1OCCN(C1)CC1=CC(=C2CNC(C2=C1)=O)C(F)(F)F